BrC1=CC=C(N=N1)N[C@@H]1CC[C@H]2CNC[C@]21F (3aR,4R,6aS)-N-(6-bromo-3-pyridazinyl)-3a-fluorooctahydrocyclopenta[c]pyrrol-4-amine